3-(2-(2,4-dichlorophenyl)-5-isopropyloxazol-4-yl)-1-(4-(2-hydroxyethoxy)-2-methylphenyl)propan-1-ol ClC1=C(C=CC(=C1)Cl)C=1OC(=C(N1)CCC(O)C1=C(C=C(C=C1)OCCO)C)C(C)C